4-(5-((2-(2-fluorophenyl)-4-((methylamino)methyl)-1H-pyrrol-1-yl)sulfonyl)pyridin-3-yl)-2-Methylbut-3-yn-2-ol FC1=C(C=CC=C1)C=1N(C=C(C1)CNC)S(=O)(=O)C=1C=C(C=NC1)C#CC(C)(O)C